FC(OC1=CC2=C(CN(CCC2)C2=CC(=C(C(=C2)C)NC(CC(C)(C)C)=O)C)C=C1)F N-(4-(7-(difluoromethoxy)-1,3,4,5-tetrahydro-2H-benzo[c]azepine-2-yl)-2,6-Dimethylphenyl)-3,3-dimethylbutanamide